3-(3-(4-chlorobenzoyl)-1-(cyclobutylmethyl)-6-isopropyl-1H-indol-2-yl)-2,2-dimethylpropanoic acid ClC1=CC=C(C(=O)C2=C(N(C3=CC(=CC=C23)C(C)C)CC2CCC2)CC(C(=O)O)(C)C)C=C1